CONC(C1=CC=CC=C1)=O N-methoxybenzamide